3,3',3''-(((benzene-1,3,5-triyltris(azanediyl))tris(methylene))tris(benzene-3,1-diyl))tris(2-(pyrrolidin-3-yl)propanoic acid) C1(=CC(=CC(=C1)NCC=1C=C(C=CC1)CC(C(=O)O)C1CNCC1)NCC=1C=C(C=CC1)CC(C(=O)O)C1CNCC1)NCC=1C=C(C=CC1)CC(C(=O)O)C1CNCC1